3-tert-butylnaphthoquinone C(C)(C)(C)C1=CC(C2=CC=CC=C2C1=O)=O